5-Methylene-1,3,4,5-tetrahydrobenzo[c]oxepine C=C1C2=C(COCC1)C=CC=C2